NC1=C(C(=O)NC23CCC(CC2)(CC3)O)C=C(C=N1)C=1C=C3CC[C@@]2(CN(CC2)C2CCOCC2)C3=CC1 (S)-2-amino-N-(4-hydroxybicyclo[2.2.2]oct-1-yl)-5-(1'-(tetrahydro-2H-pyran-4-yl)-2,3-Dihydrospiro[indene-1,3'-pyrrolidin]-5-yl)nicotinamide